ricinoleyl tetracontanoate C(CCCCCCCCCCCCCCCCCCCCCCCCCCCCCCCCCCCCCCC)(=O)OCCCCCCCC\C=C/C[C@H](O)CCCCCC